4-[(2-bromophenyl)methyl]oxazolidin-2-one BrC1=C(C=CC=C1)CC1NC(OC1)=O